ClC1=NC=C(C(=N1)C1=CC=C2CN(C(C2=C1)=O)CC(=O)N[C@H](CO)C1=C(C=CC(=C1)OC)F)Cl (S)-2-(6-(2,5-dichloropyrimidin-4-yl)-1-oxoisoindolin-2-yl)-N-(1-(2-fluoro-5-methoxyphenyl)-2-hydroxyethyl)acetamide